((3R,4R,5R,6R)-4,5-bis(benzyloxy)-6-((benzyloxy)methyl)tetrahydro-2H-pyran-3-yl)methanol C(C1=CC=CC=C1)O[C@@H]1[C@@H](CO[C@@H]([C@@H]1OCC1=CC=CC=C1)COCC1=CC=CC=C1)CO